C(C)(C)(C)OC(=O)N1[C@@H](C[C@H](C1)NS(=O)(=O)C1=C(C=C(C=C1)Cl)Cl)NC=O (2S,4R)-2-formylamino-4-((2,4-dichlorophenyl)sulfonylamino)pyrrolidine-1-carboxylic acid tert-butyl ester